C(CC#C)C1(OCC(CO1)(CS(=O)CCC(=O)ON1C(CCC1=O)=O)CS(=O)CCC(=O)ON1C(CCC1=O)=O)C Bis(2,5-dioxopyrrolidin-1-yl) 3,3'-((2-(but-3-yn-1-yl)-2-methyl-1,3-dioxane-5,5-diyl)bis(methylenesulfinyl))dipropionate